C12(CC1)CN=CC1=CC=CC=C12 Spiro[3H-isoquinoline-4,1'-cyclopropane]